ethyl-3-bromo-5-((5-methyl-1-(tetrahydro-2H-pyran-2-yl)-1H-indazol-4-yl)oxy)isonicotinic acid C(C)C=1C(=C(C(=O)O)C(=CN1)OC1=C2C=NN(C2=CC=C1C)C1OCCCC1)Br